(1R,5S)-3-(6-vinylquinazolin-2-yl)-8-oxa-3-azabicyclo[3.2.1]octane C(=C)C=1C=C2C=NC(=NC2=CC1)N1C[C@H]2CC[C@@H](C1)O2